ClC1=NN(C=2C=C3C(=C(C12)O)C(=C(C=C3)F)CC)C3OCCCC3 chloro-5-ethyl-6-fluoro-1-(tetrahydro-2H-pyran-2-yl)-1H-benzo[f]indazol-4-ol